N(=[N+]=[N-])CC(C[C@H]1CC(N(C1)C(=O)OC(C)(C)C)(C)C)CC(C)(C)C tert-butyl (4S)-4-[2-(azidomethyl)-4,4-dimethyl-pentyl]-2,2-dimethyl-pyrrolidine-1-carboxylate